N-(2-hydroxypyrimidin-5-yl)-1,2-dimethyl-5-(6-{[(3S)-3-(morpholin-4-ylmethyl)-3,4-dihydroisoquinolin-2(1H)-yl]carbonyl}-1,3-benzodioxol-5-yl)-N-phenyl-1H-pyrrole-3-carboxamide OC1=NC=C(C=N1)N(C(=O)C1=C(N(C(=C1)C1=CC2=C(OCO2)C=C1C(=O)N1CC2=CC=CC=C2C[C@H]1CN1CCOCC1)C)C)C1=CC=CC=C1